F[C@H]1CN(CC[C@H]1OC)C=1N=NC=C(N1)NC=1N=CC2=C(C=CC(=C2C1)C(C)C)N1CC(C1)CS(=O)(=O)C N-{3-[(3S,4R)-3-fluoro-4-methoxypiperidin-1-yl]-1,2,4-triazin-5-yl}-8-[3-(methanesulfonyl-methyl)azetidin-1-yl]-5-(propan-2-yl)isoquinolin-3-amine